C(C)C=1N(C(C=CC1)=O)C1=CC(=CC=C1)N(C)C(=O)OC(C)(C)C ethyl-1-[3-[tert-butoxycarbonyl(methyl)amino]phenyl]-6-oxo-pyridine